FC(C(=O)N1CCC(CC1)CC(C)(C)NC[C@H](O)C1=CC(=CC=C1)F)(F)F (R)-2,2,2-Trifluoro-1-(4-(2-((2-(3-fluorophenyl)-2-hydroxyethyl)-amino)-2-methylpropyl)piperidin-1-yl)ethan-1-one